FC1=CC=C(C=C1)C1=CN=C(S1)NC1=CC2=C(C=N1)N=CN2CCC2(N(CCC2)C(C(=C)F)=O)C(=O)N [2-[6-[[5-(4-fluorophenyl)thiazol-2-yl]amino]imidazo[4,5-c]pyridin-1-yl]ethyl]-1-(2-fluoroprop-2-enoyl)pyrrolidine-2-carboxamide